N=1C=NN2C1C=C(C=C2)C#CC2=C1C=C(N=CC1=C(N=C2)NC)NC(=O)C2CC2 N-(5-([1,2,4]triazolo[1,5-a]pyridin-7-ylethynyl)-8-(methylamino)-2,7-naphthyridin-3-yl)cyclopropanecarboxamide